4-((6-fluoroquinolin-4-yl)amino)-N-(3-((2-methylpyridin-4-yl)oxy)phenyl)benzamide FC=1C=C2C(=CC=NC2=CC1)NC1=CC=C(C(=O)NC2=CC(=CC=C2)OC2=CC(=NC=C2)C)C=C1